6-((1H-Imidazol-1-yl)methyl)-8-bromochroman-4-one N1(C=NC=C1)CC=1C=C2C(CCOC2=C(C1)Br)=O